9-ethyl-3-(5-(thiophen-3-yl)-1H-1,2,3-triazol-1-yl)-9H-carbazole C(C)N1C2=CC=CC=C2C=2C=C(C=CC12)N1N=NC=C1C1=CSC=C1